CN1N=C(NC1=O)CC(=O)O 2-(1-methyl-5-oxo-4,5-dihydro-1H-1,2,4-triazol-3-yl)acetic acid